N1=C(C=CC=C1)C1=CC=CC=C1CC1OC=CC=C1CC(C)=O o-pyridineBenzylpyrylacetone